1-adamantyl[tris(hydroxymethyl)]phosphonium C12(CC3CC(CC(C1)C3)C2)[P+](CO)(CO)CO